C(C)(=O)N[C@@H](C)C1=CC=CC=C1 (S)-N-acetyl-α-phenylethylamine